N-[(1E)-1-[5-chloro-2-[(4-oxo-2-sulfanylidene-2,3,4,5-tetrahydro-1H-pyrrolo[3,2-d]pyrimidin-1-yl)methyl]phenyl]ethylidene]-2-methylpropane-2-sulfinamide ClC=1C=CC(=C(C1)\C(\C)=N\S(=O)C(C)(C)C)CN1C(NC(C2=C1C=CN2)=O)=S